phenyl(5-phenyl-1-(p-tolyl)-1H-imidazol-2-yl)methanone C1(=CC=CC=C1)C(=O)C=1N(C(=CN1)C1=CC=CC=C1)C1=CC=C(C=C1)C